6-hydroxy-2,5,7,8-tetramethylchroman-2-carboxylic acid cyclopropyl ester C1(CC1)OC(=O)C1(OC2=C(C(=C(C(=C2CC1)C)O)C)C)C